(S)-4-ethoxy-1-prolylindoline TFA salt OC(=O)C(F)(F)F.C(C)OC1=C2CCN(C2=CC=C1)C([C@H]1NCCC1)=O